FC(C=1N=C(C2=C(N1)C=C(C=N2)C=C)O)F 2-(Difluoromethyl)-7-vinylpyrido[3,2-d]pyrimidin-4-ol